C(C)OC([C@@H](NP(=O)(N[C@@H](CC1=CC=CC=C1)C(=O)OCC)OC1=C(C(=C(C(=C1F)F)F)F)F)CC1=CC=CC=C1)=O N-[(pentafluorophenoxy)(((S)-1-(ethoxycarbonyl)-2-phenylethyl)amino)phosphoryl]-L-phenylalanine ethyl ester